C(C(C(=O)[O-])[NH3+])S The molecule is an amino acid zwitterion. It is a conjugate base of a cysteinium. It is a conjugate acid of a cysteinate(1-). It is a tautomer of a cysteine.